(6-Chloro-2-ethylpyridin-3-yl)methanol ClC1=CC=C(C(=N1)CC)CO